3-{5-[Methyl(2,2,6,6-tetramethylpiperidin-4-yl)amino][1,3]thiazolo[5,4-d][1,3]thiazol-2-yl}-6-(1H-pyrazol-4-yl)pyrimidin-4(3H)-on Trifluoroacetat FC(C(=O)O)(F)F.CN(C=1SC2=C(N1)SC(=N2)N2C=NC(=CC2=O)C=2C=NNC2)C2CC(NC(C2)(C)C)(C)C